3-[({[4-(morpholin-4-ylmethyl)phenyl]methyl}amino)-methyl]benzonitrile N1(CCOCC1)CC1=CC=C(C=C1)CNCC=1C=C(C#N)C=CC1